FC1CCC(CC1)N1C(N([C@H](C1)C#N)C1=CN=CC2=CC=CC=C12)=O (R)-1-((1r,4R)-4-fluorocyclohexyl)-3-(isoquinolin-4-yl)-2-oxoimidazolidine-4-carbonitrile